ClC=1C=C(C=CC1F)C1CN2[C@H](CO1)CNCC2 (9aS)-3-(3-chloro-4-fluorophenyl)octahydropyrazino[2,1-c][1,4]oxazine